FC(S(=O)(=O)NC1=C(C=C(C=C1)C1=NN(C(=C1C(=O)N)NC1=NOC(=C1)C)C)O[C@@H](C)C1=CC=C(C=C1)F)F (S)-3-(4-((difluoromethyl)sulfonamido)-3-(1-(4-fluorophenyl)ethoxy)phenyl)-1-methyl-5-((5-methylisoxazol-3-yl)amino)-1H-pyrazole-4-carboxamide